C[C@@H]1NC2(CC2)C[C@H](C1)OC1=CC=C(N=N1)C1=NC=C(C=C1O)C=1C=NN(C1)C([2H])([2H])[2H] 2-(6-{[(5s,7s)-5-methyl-4-azaspiro[2.5]oct-7-yl]oxy}pyridazin-3-yl)-5-[1-(2H3)methyl-1H-pyrazol-4-yl]pyridin-3-ol